(7S,9aS)-7-(4-chlorophenyl)-1,2,3,4,6,8,9,9a-octahydropyrido[1,2-a]pyrazin-7-ol ClC1=CC=C(C=C1)[C@]1(CC[C@@H]2N(CCNC2)C1)O